3-[5-(difluoromethyl)-1,3,4-thiadiazol-2-yl]-1-[3-(dimethylamino)propyl]-N-[1-(fluoromethyl)cyclopropyl]-2-oxo-benzimidazole-5-sulfonamide FC(C1=NN=C(S1)N1C(N(C2=C1C=C(C=C2)S(=O)(=O)NC2(CC2)CF)CCCN(C)C)=O)F